5-chloro-3-(4-tert-butylbenzoylamino)benzofuran-2-carboxylic acid ClC=1C=CC2=C(C(=C(O2)C(=O)O)NC(C2=CC=C(C=C2)C(C)(C)C)=O)C1